C(C)C1=C(C1)C1=NC(=CC=C1[N+](=O)[O-])C ethyl-1-(6-methyl-3-nitropyridin-2-yl)cyclopropaneN